BrC=1C=C2C=C(N(C2=CC1)CC)C=1C(=NC=CC1)[C@H](C)OC 5-bromo-1-ethyl-2-[2-[(1S)-1-methoxyethyl]pyridin-3-yl]indol